C(CCC)S(=O)(=O)CC(C(CC)=O)=O (n-butanesulfonyl)-2,3-pentanedione